4-(2-(isopropylamino)-2-oxoethyl)piperazine-1-carboxylic acid tert-butyl ester C(C)(C)(C)OC(=O)N1CCN(CC1)CC(=O)NC(C)C